NC=1NC(C=2N=CN(C2N1)[C@@H]1O[C@@]([C@H](C1)O)(CO)C#C)=O 2-amino-9-((2R,4S,5R)-5-ethynyl-4-hydroxy-5-(hydroxymethyl)tetrahydrofuran-2-yl)-1,9-dihydro-6H-purin-6-one